3-hydroxy-5-methylpiperidin-1-carboxylate OC1CN(CC(C1)C)C(=O)[O-]